6-(cyclopropanecarboxamido)-4-((5-fluoro-3-(5-(1-fluoro-2-hydroxypropan-2-yl)pyrimidin-2-yl)-2-methoxyphenyl)amino)-N-(methyl-d3)pyridazine-3-carboxamide C1(CC1)C(=O)NC1=CC(=C(N=N1)C(=O)NC([2H])([2H])[2H])NC1=C(C(=CC(=C1)F)C1=NC=C(C=N1)C(CF)(C)O)OC